C(C)C=1C=CC(=C(N)C1)COCC(F)(F)F 5-Ethyl-2-((2,2,2-trifluoroethoxy)methyl)aniline